N[C@H]1CS(C2=C(N(C1=O)CC1=CC=C(C=C1)Cl)C=C(C(=C2)F)C2=NOC(=N2)N2CCC(CC2)(F)F)(=O)=O (3R)-3-amino-5-[(4-chlorophenyl)methyl]-7-[5-(4,4-difluoro-1-piperidyl)-1,2,4-oxadiazol-3-yl]-8-fluoro-1,1-dioxo-2,3-dihydro-1λ6,5-benzothiazepin-4-one